CC1=NC=C(C=N1)C=1CCC(CN1)C 2-methyl-5-(3-methyl-2,3,4,5-tetrahydropyridin-6-yl)pyrimidine